BrC1=CC(=C(C=C1)C1CC1)F 4-bromo-1-cyclopropyl-2-fluoro-benzene